CCOC(=O)[C@H](C)O (-)-ethyl L-lactate